Cl[C@H](C(=O)N(NC([C@H](CC1(CC1)C)NC(=O)C1=NOC(=C1)C)=O)C[C@H]1C(NCC1)=O)F N-((S)-1-(2-((R)-2-chloro-2-fluoroacetyl)-2-(((S)-2-oxopyrrolidin-3-yl)methyl)hydrazino)-3-(1-methylcyclopropyl)-1-oxopropan-2-yl)-5-methylisoxazole-3-carboxamide